(S)-3-amino-5-(4-fluorophenyl)-6-(3-methylimidazo[1,2-a]pyridin-6-yl)-N-((1-methylpyrrolidin-2-yl)methyl)pyrazine-2-carboxamide NC=1C(=NC(=C(N1)C1=CC=C(C=C1)F)C=1C=CC=2N(C1)C(=CN2)C)C(=O)NC[C@H]2N(CCC2)C